succinimidyl 6-[(iodoacetyl)-amino]hexanoate ICC(=O)NCCCCCC(=O)ON1C(CCC1=O)=O